(E)-3-(4-((6-methylpyridin-2-yl)oxy)phenyl)acrylic acid ethyl ester C(C)OC(\C=C\C1=CC=C(C=C1)OC1=NC(=CC=C1)C)=O